5-([2,2'-Bipyridin]-4-yl)-N-((1R,2S)-2-acrylamidocyclopentyl)-4-oxo-4,5-dihydro-3H-1-thia-3,5,8-triazaacenaphthylene-2-carboxamide N1=C(C=C(C=C1)N1C(NC2=C(SC=3N=CC=C1C32)C(=O)N[C@H]3[C@H](CCC3)NC(C=C)=O)=O)C3=NC=CC=C3